CN(S(=O)(=O)C)C1=NC=CC=C1CNC1=NC(=NC=C1C(F)(F)F)NC1=CC=C(C=C1)N1CCOCC1 N-methyl-N-{3-[({2-[(4-morpholin-4-ylphenyl)amino]-5-(trifluoromethyl)pyrimidin-4-yl}amino)methyl]pyridin-2-yl}methanesulfonamide